N-[(Z)-methoxyiminomethyl]-4-[5-(chlorophenyl)-5-(trifluoromethyl)-1,2,4-oxadiazol-3-yl]benzamide CO\N=C/NC(C1=CC=C(C=C1)C=1NOC(N1)(C(F)(F)F)C1=C(C=CC=C1)Cl)=O